C(C)(C)(C)OC(NC\C=C\CN1C(=NC2=C1C=CC(=C2)C(N)=O)NC(=O)C2=CC(=NN2CC)C)=O (E)-(4-(5-carbamoyl-2-(1-ethyl-3-methyl-1H-pyrazole-5-carboxamido)-1H-benzo[d]Imidazol-1-yl)but-2-en-1-yl)carbamic acid tert-butyl ester